p-nitroresorcinol [N+](=O)([O-])C1=C(C=C(O)C=C1)O